C1(CC1)C1=NC=NC(=C1C=1N=CC=2OCCN(C2N1)CC1=C(C=C(C=C1F)C=1N(C=C(N1)C(F)(F)F)C)F)OC 2-(4-cyclopropyl-6-methoxypyrimidin-5-yl)-8-(2,6-difluoro-4-(1-methyl-4-(trifluoromethyl)-1H-imidazol-2-yl)benzyl)-7,8-dihydro-6H-pyrimido[5,4-b][1,4]oxazine